CC(C)(COP(=O)(O)OP(=O)(O)OC[C@@H]1[C@H]([C@H]([C@@H](O1)N2C=NC3=C(N=CN=C32)N)O)OP(=O)(O)O)[C@H](C(=O)NCCC(=O)NCCSC(=O)/C=C/C4=CC=CC=C4)O The molecule is an acyl-CoA that results from the formal condensation of the thiol group of coenzyme A with the carboxy group of cinnamic acid. It derives from a coenzyme A. It is a conjugate acid of a cinnamoyl-CoA(4-).